CC(C(C)N)N 2,3-Butylendiamin